FC=1C=C(C=CC1F)C(CCNC(=O)C1CN(CCO1)C1=CC=C2C(=NNC2=C1)C(=O)NC)O 6-(2-{[3-(3,4-difluorophenyl)-3-hydroxypropyl]carbamoyl}morpholin-4-yl)-N-methyl-1H-indazole-3-carboxamide